C(C)OC1(CCC(CC1)C(=O)NN)C Trans-4-ethoxy-4-methylcyclohexanecarbohydrazide